bissulfonylurea S(=O)(=O)=NC(N=S(=O)=O)=O